eicosyl ether phosphate P(=O)(O)(O)O.C(CCCCCCCCCCCCCCCCCCC)OCCCCCCCCCCCCCCCCCCCC